C(C=C)(=O)N1C[C@@H](N(C[C@H]1C)C1=NC(N2C3=C(C(=C(C=C13)C(F)(F)F)C1=C(C=C(C=C1)F)F)SC[C@@H]2COCOC)=O)C (3S,10S)-7-((2S,5R)-4-acryloyl-2,5-dimethylpiperazin-1-yl)-10-(2,4-difluorophenyl)-3-((methoxymethoxy)methyl)-9-(trifluoromethyl)-2,3-dihydro-5H-[1,4]thiazino[2,3,4-ij]quinazolin-5-one